CC1=C2C=CC(C2=C(C=C1)C)=O 4,7-dimethyl-1-indenone